(2S)-1-methyl-2-(4-methylpyridin-3-yl)pyrrolidin-1-ium citrate C(CC(O)(C(=O)[O-])CC(=O)[O-])(=O)[O-].C[NH+]1[C@@H](CCC1)C=1C=NC=CC1C.C[NH+]1[C@@H](CCC1)C=1C=NC=CC1C.C[NH+]1[C@@H](CCC1)C=1C=NC=CC1C